geranyl-olivetol C(\C=C(/C)\CCC=C(C)C)C1=C(C=C(C=C1O)CCCCC)O